(E)-6-(2-(4-((5-Cyclopropyl-3-(3,5-dichloropyridin-4-yl)isoxazol-4-yl)methoxy)bicyclo[2.2.2]octan-1-yl)vinyl)chinolin C1(CC1)C1=C(C(=NO1)C1=C(C=NC=C1Cl)Cl)COC12CCC(CC1)(CC2)/C=C/C=2C=C1C=CC=NC1=CC2